3-{4-[2-methyl-4-({(1R)-1-[2-methyl-3-(trifluoromethyl)phenyl]ethyl}amino)pyrido[3,4-d]pyrimidin-6-yl]-4-oxo-1,4lambda5-azaphosphinan-1-yl}-3-oxopropanenitrile CC=1N=C(C2=C(N1)C=NC(=C2)P2(CCN(CC2)C(CC#N)=O)=O)N[C@H](C)C2=C(C(=CC=C2)C(F)(F)F)C